21-acetoxyl-20-methyl-pregna-4,6-diene O(C(=O)C)CC([C@H]1CC[C@H]2[C@@H]3C=CC4=CCCC[C@]4(C)[C@H]3CC[C@]12C)C